N~2~-{4-[(ethylsulfonyl)methyl]-2-fluorophenyl}-6-fluoro-7-(8-methyl-2,3-dihydro-1H-pyrido[2,3-b][1,4]oxazin-7-yl)quinazoline-2,5-diamine C(C)S(=O)(=O)CC1=CC(=C(C=C1)NC1=NC=2C=C(C(=C(C2C=N1)N)F)C1=C(C2=C(OCCN2)N=C1)C)F